NC1=C2C(C3(C(OC4=C3C=CC(=C4)[C@]4([C@H](C4)C)C)(C2=CC=C1)O)NC(=O)C=1NC=C(C1C)S(=O)(=O)C)=O N-(1-amino-7-((1R,2S)-1,2-dimethylcyclopropyl)-4b-hydroxy-10-oxo-4b,10-dihydro-9bH-indeno[1,2-b]benzofuran-9b-yl)-3-methyl-4-(methylsulfonyl)-1H-pyrrole-2-carboxamide